ClC1=CC(=C(C=C1F)NS(=O)(=O)C1=CNC2=CC(=CC=C12)C#N)F N-(4-chloro-2,5-difluorophenyl)-6-cyano-1H-indole-3-sulfonamide